O1CCN(CC1)CC1(COC1)CC1(CC=C(C=C1)N)N 1-((3-(morpholinomethyl)oxetan-3-yl)methyl)benzene-1,4-diamine